tetraethylene glycol diacetate C(C)(=O)OCCOCCOCCOCCOC(C)=O